yttrium ytterbium oxysulfide O=S.[Yb].[Y]